C(C)(C)(C)OC(=O)N1[C@H](CCC1)CO.COC1=NC=NC(=C1)C(=C)C 4-methoxy-6-(prop-1-en-2-yl)pyrimidine (R)-tert-butyl-2-(hydroxymethyl)pyrrolidine-1-carboxylate